dipentafluorophenyl sulphate S(=O)(=O)(OC1=C(C(=C(C(=C1F)F)F)F)F)OC1=C(C(=C(C(=C1F)F)F)F)F